NC1=NC=C(C(=N1)OC)C#CC=1C=C(C(=O)OC)C=CC1OC(F)F methyl 3-[(2-amino-4-methoxypyrimidin-5-yl)ethynyl]-4-(difluoromethoxy)benzoate